FC(C=1C=C(C=CC1C1=CSC(=C1)C(F)(F)F)C1=NNCOC1)(F)F 5-{3-(trifluoromethyl)-4-[5-(trifluoromethyl)thiophen-3-yl]phenyl}-3,6-dihydro-2H-1,3,4-oxadiazin